BrC1=CN(C(C2=CN=C(C=C12)C1CC1)=O)C([2H])([2H])[2H] 4-bromo-6-cyclopropyl-2-(2H3)methyl-2,7-naphthyridin-1-one